8,11,14-Docosatrienoic acid, methyl ester C(CCCCCCC=CCC=CCC=CCCCCCCC)(=O)OC